S1CCC(CC1=O)=O 2H-thiopyran-4,6-dione